C=1N=CN2C1C=CC=C2B(O)O IMIDAZO[1,5-A]PYRIDIN-5-YLBORONIC ACID